1-(5-fluoropyridine-2-yl)ethanone FC=1C=CC(=NC1)C(C)=O